5-bromo-2-(bromomethyl)nicotinic acid methyl ester COC(C1=C(N=CC(=C1)Br)CBr)=O